O1CCC(CC1)OCC1=C(C=CC=C1)B(O)O 2-(TETRAHYDROPYRAN-4-YLOXYMETHYl)PHENYLBORONIC ACID